4-[3-(1-methoxyprop-1-en-2-yl)phenyl]-1,2-oxazole COC=C(C)C=1C=C(C=CC1)C=1C=NOC1